[C@H]12OC[C@H](N(C1)C1=NC=3N(C=C1)N=CC3C(=O)O)C2 5-((1R,4R)-2-oxa-5-azabicyclo[2.2.1]Heptane-5-yl)pyrazolo[1,5-a]Pyrimidine-3-carboxylic acid